2-(2-methylpropionylamino)-6-oxo-6,9-dihydro-1H-purine CC(C(=O)NC=1NC(C=2N=CNC2N1)=O)C